FC1=CC(=C(C=C1)C=1C=2N(C=C(C1)C1CN(C1)[C@@H](C)C1CCN(CC1)C(CC)=O)C(=NC2)C)C(=O)N2[C@@H](COCC2)C 1-{4-[(1S)-1-[3-(8-{4-fluoro-2-[(3R)-3-methylmorpholine-4-carbonyl]phenyl}-3-methylimidazo[1,5-a]pyridin-6-yl)azetidin-1-yl]ethyl]piperidin-1-yl}propan-1-one